4-{4-[4-(4-acetylamino-piperidin-1-ylmethyl)-benzyloxy]-1-oxo-1,3-dihydro-isoindol-2-yl}-4-carbamoyl-butyric acid methyl ester COC(CCC(C(N)=O)N1C(C2=CC=CC(=C2C1)OCC1=CC=C(C=C1)CN1CCC(CC1)NC(C)=O)=O)=O